(2-hydroxybenzamido)sodium caprylate C(CCCCCCC)(=O)O.OC1=C(C(=O)N[Na])C=CC=C1